6-[5-[2-[[1,4-dimethyl-3-(3-methanesulfonylpropoxy)-6,7-dihydro-5H-cyclopenta[c]pyridin-6-yl]methylamino]ethyl]-2-oxo-1,3-oxazolidin-3-yl]-4H-pyrido[3,2-b][1,4]oxazin-3-one CC1=NC(=C(C2=C1CC(C2)CNCCC2CN(C(O2)=O)C=2C=CC=1OCC(NC1N2)=O)C)OCCCS(=O)(=O)C